FC1=CC=C(C=C1)CCC1=NC(=C(C(=O)N)C(=C1C=1OC(=NN1)C)C=1SC2=C(N=CC=C2C1)NCC=1C=NC=C(C1)F)CC(C)C 6-[2-(p-fluorophenyl)ethyl]-4-(7-{[(5-fluoro-3-pyridyl)methyl]amino}-1-thia-6-aza-2-indenyl)-2-isobutyl-5-(5-methyl-1,3,4-oxadiazol-2-yl)nicotinamide